1,6,1-Undecantriamin C(CCCCC(CCCCC)N)(N)N